ClC1=C(C=C(C=C1)C1=CN(C(C=C1)=O)C(C)C)CC(C(=O)NC1=CC=C(C=C1)N1N=CN=C1C)NC(=O)C=1N(N=CC1)C N-[1-[[2-chloro-5-(1-isopropyl-6-oxo-3-pyridyl)phenyl]methyl]-2-[4-(5-methyl-1,2,4-triazol-1-yl)anilino]-2-oxo-ethyl]-2-methyl-pyrazole-3-carboxamide